trans-phenyl-cyclopropylamine C1(=CC=CC=C1)NC1CC1